O1-tert-butyl O2-methyl (2S,4S)-4-[[4-[6-chloro-3-[3-(methylamino)propyl]benzimidazol-4-yl]pyrimidin-2-yl]amino]pyrrolidine-1,2-dicarboxylate ClC=1C=C(C2=C(N=CN2CCCNC)C1)C1=NC(=NC=C1)N[C@H]1C[C@H](N(C1)C(=O)OC(C)(C)C)C(=O)OC